9-methyl-9-chlorotetracyclo[6.2.1.13,6.02,7]Dodec-4-ene CC1(C2C3C4C=CC(C3C(C1)C2)C4)Cl